((2R,3R,4S,5R)-4-acetoxy-5-(2-amino-8-oxo-7-(4-(trifluoromethyl)benzyl)-7,8-dihydro-9H-purin-9-yl)-3-fluorotetrahydrofuran-2-yl)methylacetat C(C)(=O)O[C@@H]1[C@@H]([C@H](O[C@H]1N1C2=NC(=NC=C2N(C1=O)CC1=CC=C(C=C1)C(F)(F)F)N)COC(C)=O)F